OC=1C=C(C=CC1O)C=1OC2=CC=C(C=C2C(C1)=O)C(C)C 2-(3,4-Dihydroxyphenyl)-6-isopropyl-4H-chromen-4-one